6-(2-Chloro-5-methylpyrimidin-4-yl)-2H-chromene-3-carbonitrile ClC1=NC=C(C(=N1)C=1C=C2C=C(COC2=CC1)C#N)C